3,5-Bis(4-chlorobenzyl)-1-methylpiperidin-4-one ClC1=CC=C(CC2CN(CC(C2=O)CC2=CC=C(C=C2)Cl)C)C=C1